6-(2-((tetrahydro-2H-pyran-2-yloxy)methyl)phenyl)-3,4-dihydro-2H-pyran O1C(CCCC1)OCC1=C(C=CC=C1)C1=CCCCO1